C1=CN(C(=O)N=C1N)[C@H]2[C@@H]([C@@H]([C@H](O2)COP(=O)(O)O[C@@H]3[C@H](O[C@H]([C@@H]3O)N4C=NC5=C(N=CN=C54)N)COP(=O)(O)O[C@@H]6[C@H](O[C@H]([C@@H]6O)N7C=CC(=O)NC7=O)COP(=O)(O)O[C@@H]8[C@H](O[C@H]([C@@H]8O)N9C=NC1=C9N=C(NC1=O)N)COP(=O)(O)O[C@@H]1[C@H](O[C@H]([C@@H]1O)N1C=NC2=C(N=CN=C21)N)COP(=O)(O)O[C@@H]1[C@H](O[C@H]([C@@H]1O)N1C=NC2=C1N=C(NC2=O)N)COP(=O)(O)O[C@@H]1[C@H](O[C@H]([C@@H]1O)N1C=NC2=C(N=CN=C21)N)COP(=O)(O)O[C@@H]1[C@H](O[C@H]([C@@H]1O)N1C=CC(=O)NC1=O)COP(=O)(O)O[C@@H]1[C@H](O[C@H]([C@@H]1O)N1C=CC(=NC1=O)N)COP(=O)(O)O[C@@H]1[C@H](O[C@H]([C@@H]1O)N1C=CC(=NC1=O)N)COP(=O)(O)O[C@@H]1[C@H](O[C@H]([C@@H]1O)N1C=NC2=C(N=CN=C21)N)COP(=O)(O)O[C@@H]1[C@H](O[C@H]([C@@H]1O)N1C=NC2=C1N=C(NC2=O)N)COP(=O)(O)O[C@@H]1[C@H](O[C@H]([C@@H]1O)N1C=NC2=C(N=CN=C21)N)COP(=O)(O)O[C@@H]1[C@H](O[C@H]([C@@H]1O)N1C=NC2=C(N=CN=C21)N)COP(=O)(O)O[C@@H]1[C@H](O[C@H]([C@@H]1O)N1C=NC2=C(N=CN=C21)N)COP(=O)(O)O[C@@H]1[C@H](O[C@H]([C@@H]1O)N1C=CC(=O)NC1=O)COP(=O)(O)O[C@@H]1[C@H](O[C@H]([C@@H]1O)N1C=CC(=O)NC1=O)COP(=O)(O)O[C@@H]1[C@H](O[C@H]([C@@H]1O)N1C=CC(=O)NC1=O)COP(=O)(O)O[C@@H]1[C@H](O[C@H]([C@@H]1O)N1C=CC(=O)NC1=O)COP(=O)(O)O[C@@H]1[C@H](O[C@H]([C@@H]1O)N1C=NC2=C(N=CN=C21)N)COP(=O)(O)O[C@@H]1[C@H](O[C@H]([C@@H]1O)N1C=NC2=C1N=C(NC2=O)N)COP(=O)(O)O[C@@H]1[C@H](O[C@H]([C@@H]1O)N1C=CC(=NC1=O)N)COP(=O)(O)O[C@@H]1[C@H](O[C@H]([C@@H]1O)N1C=NC2=C1N=C(NC2=O)N)COP(=O)(O)O[C@@H]1[C@H](O[C@H]([C@@H]1O)N1C=CC(=O)NC1=O)COP(=O)(O)O[C@@H]1[C@H](O[C@H]([C@@H]1O)N1C=CC(=NC1=O)N)CO)O)O The molecule is an RNA fragment comprised of five guanosine, eight adenosine, seven uridine and five cytidine residues connected by 3'->5' phosphodiester linkages in the sequence C-U-G-C-G-A-U-U-U-U-A-A-A-G-A-C-C-U-A-G-A-G-U-A-C.